3-(4-fluoro-2',4',5,6'-tetramethyl-[1,1'-biphenyl]-3-yl)propionic acid FC1=C(C=C(C=C1C)C1=C(C=C(C=C1C)C)C)CCC(=O)O